N-(2-(2-(2-aminoethoxy)ethoxy)ethyl)acetamide NCCOCCOCCNC(C)=O